The molecule is a steroid glucosiduronic acid that is 16alpha-hydroxyestrone in which the hydroxy hydrogen at position 16 has been replaced by a beta-D-glucuronyl residue. It is a steroid glucosiduronic acid, a 17-oxo steroid, a 3-hydroxy steroid, a member of phenols and a beta-D-glucosiduronic acid. It derives from a 16alpha-hydroxyestrone. It is a conjugate acid of a 16alpha-hydroxyestrone 16-O-(beta-D-glucuronide)(1-). C[C@]12CC[C@H]3[C@H]([C@@H]1C[C@H](C2=O)O[C@H]4[C@@H]([C@H]([C@@H]([C@H](O4)C(=O)O)O)O)O)CCC5=C3C=CC(=C5)O